N-(3-hydroxybutyl)tetramethylenediamine OC(CCNCCCCN)C